(R)-2-amino-5-(2-chloro-4-(2-(3,5-difluorophenyl)-2-hydroxyacetamido)-3-fluorophenyl)-N-isopropylnicotinamide NC1=C(C(=O)NC(C)C)C=C(C=N1)C1=C(C(=C(C=C1)NC([C@H](O)C1=CC(=CC(=C1)F)F)=O)F)Cl